6-fluoro-3,4-dihydroquinoxaline-2(1H)-one FC=1C=C2NCC(NC2=CC1)=O